z-13-octadecenoic acid C(CCCCCCCCCCC\C=C/CCCC)(=O)O